propane bis(tetrafluoroborate) F[B-](F)(F)F.F[B-](F)(F)F.CCC